N-(2-carbamimidoyl-1,2,3,4-tetrahydro-isoquinolin-7-yl)-4-(1-carbamimidoyl-1,2,3,6-tetrahydro-pyridin-4-yl)-benzamide C(N)(=N)N1CC2=CC(=CC=C2CC1)NC(C1=CC=C(C=C1)C=1CCN(CC1)C(N)=N)=O